ClC=1C=C(N(C)C)C=CC1 m-chloro-N,N-dimethylaniline